(5S,6R)-6-((R)-5H-imidazo[5,1-a]isoindol-5-yl)-5,6,7,8-tetrahydroquinolin-5-ol C=1N=CN2C1C1=CC=CC=C1[C@H]2[C@@H]2[C@@H](C=1C=CC=NC1CC2)O